3-{3-[(4-fluorophenyl)methoxy]-4-nitrophenyl}-7-[1-(oxan-4-yl)-1H-pyrazol-4-yl]furo[3,2-c]pyridin-4-amine FC1=CC=C(C=C1)COC=1C=C(C=CC1[N+](=O)[O-])C1=COC2=C1C(=NC=C2C=2C=NN(C2)C2CCOCC2)N